C1=C(C=CC2=CC=CC=C12)OCC1OC1 (2-naphthyloxy)methyloxirane